COC([C@H](C(C)(C)NC(=O)OC(C)(C)C)N)=O (S)-2-amino-3-(tert-butoxycarbonylamino)-3-methylbutanoic acid methyl ester